tert-butyl-2,8-dioxo-1,5-oxazocane C(C)(C)(C)C1C(OC(CCNC1)=O)=O